2,5-dimethoxy-4-trideuteromethoxyphenethylamine COC1=C(CCN)C=C(C(=C1)OC([2H])([2H])[2H])OC